(S)-5-(4-((2-((4-((3-(oxazol-5-ylmethyl)-5-(trifluoromethoxy)benzyl)amino)pentyl)oxy)ethyl)amino)-1H-indazol-6-yl)pyridazin-3-ol O1C=NC=C1CC=1C=C(CN[C@H](CCCOCCNC2=C3C=NNC3=CC(=C2)C=2C=C(N=NC2)O)C)C=C(C1)OC(F)(F)F